O=CCCCCCOC(CCCCCOC(CCCCCO)=O)=O.CC=1C=C(N)C=CC1B1OC(C(O1)(C)C)(C)C 3-methyl-4-(4,4,5,5-tetramethyl-1,3,2-dioxaborolan-2-yl)aniline 6-oxohexyl-6-((6-hydroxyhexanoyl)oxy)hexanoate